2,6-dimethyl-3,6-dihydro-2H-pyridine-1-carboxylate CC1N(C(C=CC1)C)C(=O)[O-]